Octa-methoxyAnthracene COC1=C(C(=C2C(=C3C(=C(C(=C(C3=CC2=C1)OC)OC)OC)OC)OC)OC)OC